ClC=1C=C(C=CC1N1C(N(C=C1)C)=O)C1=C(C(=CC(=C1)F)C=1C=C(C=NC1)N1C[C@H](CC1)N(C(OC(C)(C)C)=O)C)OC (S)-tert-butyl (1-(5-(3'-chloro-5-fluoro-2-methoxy-4'-(3-methyl-2-oxo-2,3-dihydro-1H-imidazol-1-yl)-[1,1'-biphenyl]-3-yl)pyridin-3-yl)pyrrolidin-3-yl)(methyl)carbamate